2-hydroxy-N,N-dimethyl-4-(4,4,5,5-tetramethyl-1,3,2-dioxaborolan-2-yl)benzamide OC1=C(C(=O)N(C)C)C=CC(=C1)B1OC(C(O1)(C)C)(C)C